C(#N)C[C@H]1N(C(CC1)=C=O)C=1N=C2N(CCOC3=C2C=CC(=C3)N[C@H](C(=O)N)C)C1 (S)-2-((2-((S)-2-(cyanomethyl)-5-carbonylpyrrolidin-1-yl)-5,6-dihydrobenzo[f]imidazo[1,2-d][1,4]oxazepin-9-yl)amino)propanamide